4-[9,9-dibutyl-7-(2-trimethylsilylethynyl)fluoren-2-yl]N,N-diphenyl-aniline C(CCC)C1(C2=CC(=CC=C2C=2C=CC(=CC12)C1=CC=C(N(C2=CC=CC=C2)C2=CC=CC=C2)C=C1)C#C[Si](C)(C)C)CCCC